FC=1N(N=C2C=CC=C(C12)C1=NN(C2=C(C=CC=C12)C)C=1C=CC(=NC1)N1[C@@H]2C[C@H]([C@H](C1)C2)C(=O)OC)C methyl (1S,4R,5R)-2-(5-{3'-fluoro-2',7-dimethyl-1H,2'H-[3,4'-biindazol]-1-yl}pyridin-2-yl)-2-azabicyclo[2.2.1]heptane-5-carboxylate